ClC1=C(OCC(=O)N2C=CN=CC=C2)C=CC(=C1)C=1C2=C(N=C(N1)N1C(CC1)C)C(CC2)(F)F 2-(chloro-4-(7,7-difluoro-2-(2-methylazetidin-1-yl)-6,7-dihydro-5H-cyclopenta[d]pyrimidin-4-yl)phenoxy)-1-(1,4-diazepin-1-yl)ethan-1-one